C(CC)C1CCCCC1=NO 6-n-propyl-cyclohexanone oxime